4-((7-chloro-1,1-dioxo-2,3-dihydro-4H-benzo[e][1,2,4]thiadiazin-4-yl)methyl)-N-hydroxybenzoamide ClC1=CC2=C(N(CNS2(=O)=O)CC2=CC=C(C(=O)NO)C=C2)C=C1